C(C)(=O)N1CN(CN(CN(C1)[N+](=O)[O-])C(C)=O)[N+](=O)[O-] 1,5-diacetyl-3,7-dinitro-1,3,5,7-tetraazacyclooctane